ClC1=C(C(=CC=2C3=C(C=NC12)CN(C3C=O)C(=O)OC(C)(C)C)OC)Cl tert-butyl 6,7-dichloro-1-formyl-8-methoxy-1,3-dihydro-2H-pyrrolo[3,4-c]quinoline-2-carboxylate